N-Isopentyl-4-(isopropylamino)-2-(pyridin-3-yl)thieno[2,3-b]pyridin-5-carboxamid C(CC(C)C)NC(=O)C=1C(=C2C(=NC1)SC(=C2)C=2C=NC=CC2)NC(C)C